CC1=C(C=C(C=C1)C=1C(=O)NC(C1)=O)C=1C(=O)NC(C1)=O 4-Methyl-1,3-phenylenebismaleimide